6-bromopyrimidin-4(3H)-one BrC1=CC(NC=N1)=O